CC1(OB(OC1(C)C)C1=CC(=CC2=C1OC1=C2C=CC=C1)C)C 4,4,5,5-tetramethyl-2-(2-methyldibenzo[b,d]furan-4-yl)-1,3,2-dioxa-borolan